2-[3-(1-amino-2-fluoro-ethyl)phenyl]-2,2-difluoro-ethanol NC(CF)C=1C=C(C=CC1)C(CO)(F)F